(S)-(5-(tert-butyl)-1,3,4-oxadiazol-2-yl)(4-(4-(trifluoromethyl)pyrazolo[1,5-a]pyridin-2-yl)-6,7-dihydro-1H-imidazo[4,5-c]pyridin-5(4H)-yl)methanone C(C)(C)(C)C1=NN=C(O1)C(=O)N1[C@@H](C2=C(CC1)NC=N2)C2=NN1C(C(=CC=C1)C(F)(F)F)=C2